C1(=CC=CC=C1)C1=C(C=NC=C1)NC(=O)C1=NC(=NC=C1)NC1=CC=C(C=C1)C(F)(F)F N-(4-phenylpyridin-3-yl)-2-((4-(trifluoromethyl)phenyl)amino)pyrimidine-4-carboxamide